5-{4-[cis-4-(4-fluoro-1H-indol-1-yl)cyclohexyl]piperazin-1-yl}pyridazine-3-carboxylic acid FC1=C2C=CN(C2=CC=C1)[C@H]1CC[C@H](CC1)N1CCN(CC1)C=1C=C(N=NC1)C(=O)O